2-(1-pyrrolidinylcarbonyl-phenyl)glycinamide N1(CCCC1)C(=O)C1(CC=CC=C1)C(N)C(=O)N